O1CC(C1)N1CCC(=CC1)B1OC(C(O1)(C)C)(C)C 1-(oxetan-3-yl)-4-(4,4,5,5-tetramethyl-1,3,2-dioxaborolan-2-yl)-3,6-dihydro-2H-pyridine